C1(=CC=CC2=CC=CC=C12)C1=CC=CC2=CC=CC=C12 Binaphthalin